C(N1N=C(C(=C1)N)O[C@@H]1[C@@H](OC1)C)([2H])([2H])[2H] 1-(methyl-d3)-3-(((2S,3S)-2-methyloxetan-3-yl)oxy)-1H-pyrazol-4-amine